CC1=NC(=CC2=C1CNC2=O)C 4,6-dimethyl-2,3-dihydro-1H-pyrrolo[3,4-c]pyridin-1-one